ethyl-4-(benzyloxymethyl)-2-methyl-thieno[2,3-b]pyridine-6-carboxylate C(C)OC(=O)C1=CC(=C2C(=N1)SC(=C2)C)COCC2=CC=CC=C2